C(C)C=1OC2=C(C1NC(NS(N(C1CN(CCC1)C)C=1C=NN(C1)C)(=O)=O)=O)CCCC2 3-(2-Ethyl-4,5,6,7-tetrahydro-1-benzofuran-3-yl)-1-[(1-methyl-1H-pyrazol-4-yl)(1-methylpiperidin-3-yl)sulfamoyl]urea